CC(C)[C]1[CH][CH][CH][CH]1.CC(C)[C]1[CH][CH][CH][CH]1.[Cr] bis(i-propylcyclopentadienyl)chromium